6-bromo-4-(4,4-difluoropiperidin-1-yl)benzo[d]oxazole BrC1=CC2=C(N=CO2)C(=C1)N1CCC(CC1)(F)F